4-((3-chloro-2-methoxyphenyl)amino)-2-methyl-6-((5-(morpholine-4-carbonyl)-6-(trifluoromethyl)pyridin-2-yl)amino)-1,2-dihydro-3H-pyrazolo[3,4-b]pyridin-3-one ClC=1C(=C(C=CC1)NC1=C2C(=NC(=C1)NC1=NC(=C(C=C1)C(=O)N1CCOCC1)C(F)(F)F)NN(C2=O)C)OC